BrC1=C(N=C2N1C=C(C=N2)F)C2=NC(=NN2)C(F)(F)F 3-bromo-6-fluoro-2-(3-(trifluoromethyl)-1H-1,2,4-triazol-5-yl)imidazo[1,2-a]pyrimidine